FC1=C(C=C2C=C(N=CC2=C1)NC(OC1CCC12CNCC2)=O)C2=C(C1=C(OCCN1)N=C2)C 6-Azaspiro[3.4]octan-1-yl (7-fluoro-6-(8-methyl-2,3-dihydro-1H-pyrido[2,3-b][1,4]oxazin-7-yl)isoquinolin-3-yl)carbamate